(1S,4R,5S)-6-benzyl-4-carbamoyl-2,6-diazabicyclo[3.2.0]Heptane-2-carboxylic acid tert-butyl ester C(C)(C)(C)OC(=O)N1[C@H]2CN([C@H]2[C@@H](C1)C(N)=O)CC1=CC=CC=C1